8-cyclopentyl-2-((1-(2-fluorophenyl)-1H-pyrazol-3-yl)amino)-5-methylpyrido[2,3-d]pyrimidin-7(8H)-one C1(CCCC1)N1C(C=C(C2=C1N=C(N=C2)NC2=NN(C=C2)C2=C(C=CC=C2)F)C)=O